The molecule is a hydrate of nickel sulfate containing nickel (in +2 oxidation state), sulfate and water moieties in the ratio 1:1:7. It contains a nickel sulfate. O.O.O.O.O.O.O.[O-]S(=O)(=O)[O-].[Ni+2]